COC([C@@H](NC(=O)OC(C)(C)C)C(C)C)=O Boc-L-valine methyl ester